((S)-2-cyclopropyl-2-(2-((2'-fluoro-5'-methoxy-2-((S)-1-methoxy-2,2-dimethylpropyl)-[1,1'-biphenyl]-4-yl)methoxy)pyridin-4-yl)ethyl)(methyl)phosphinic acid C1(CC1)[C@H](CP(O)(=O)C)C1=CC(=NC=C1)OCC1=CC(=C(C=C1)C1=C(C=CC(=C1)OC)F)[C@H](C(C)(C)C)OC